C(#N)CC1(CCN(CC1)C(=O)OC(C)(C)C)N1N=CC(=C1)C=1C2=C(N=CN1)N(C=C2)COCC[Si](C)(C)C tert-Butyl 4-(cyanomethyl)-4-[4-(7-[2-(trimethylsilyl)ethoxy]methyl-7H-pyrrolo[2,3-d]-pyrimidin-4-yl)-1H-pyrazol-1-yl]piperidine-1-carboxylate